7-(2,4-difluoro-phenyl)-5-(5-(4,4-difluoro-piperidine-1-carbonothioyl)pyridin-2-yl)benzofuran tert-butyl-(3R)-3-ethyl-4-(2-nitropyridin-3-yl)piperazine-1-carboxylate C(C)(C)(C)OC(=O)N1C[C@H](N(CC1)C=1C(=NC=CC1)[N+](=O)[O-])CC.FC1=C(C=CC(=C1)F)C1=CC(=CC=2C=COC21)C2=NC=C(C=C2)C(=S)N2CCC(CC2)(F)F